di-isobutyl-bicyclo[2.2.2]oct-2,5-diene-2,3-dicarboxylic acid C(C(C)C)C1=C(C2C(=C(C1CC2)C(=O)O)C(=O)O)CC(C)C